OC=1C(C=CC=C(C1)C=1C=NC(=NC1)N1CCOCC1)=O 2-hydroxy-4-(2-morpholinopyrimidin-5-yl)cyclohepta-2,4,6-trien-1-one